zinc silicate salt [Si]([O-])([O-])([O-])[O-].[Zn+2].[Zn+2]